[N+](=O)([O-])C1=CC=C(NC2=C(C=3C(C4=CC=CC=C4C(C3C(=C2F)F)=O)=O)F)C=C1 2-(p-nitroanilino)-1,3,4-trifluoroanthraquinone